BrCC1=CC=C(OCCNC(OC(C)(C)C)=O)C=C1 tert-butyl (2-(4-(bromomethyl)phenoxy)ethyl)carbamate